ClC1=NC=2N(C(=C1)NCC1=CC=NN1C1CC1)N=CC2C(C)C 5-chloro-N-((1-cyclopropyl-1H-pyrazol-5-yl)methyl)-3-isopropyl-pyrazolo[1,5-a]pyrimidin-7-amine